Cl.O[C@@H]1C[C@H](NC1)C(=O)O (2S,4R)-4-hydroxypyrrolidine-2-carboxylic acid, hydrochloride